13-bromo-14-hydroxy-5-methoxy-16,16-dioxo-19-(trifluoromethyl)-9-oxa-16λ6-thia-4,17-diazatetracyclo[16.3.1.111,15.02,7]tricosa-1(22),2(7),3,5,11,13,15(23),18,20-nonaen-10-one BrC=1C=C2C(OCC=3C=C(N=CC3C=3C=CC(=C(NS(C(C1O)=C2)(=O)=O)C3)C(F)(F)F)OC)=O